C(C)(C)OC1=C(C=CC=C1)[C@H]1N(CCC1)C1CC2(C1)CCN(CC2)C2=CC=C(C(=O)NS(=O)(=O)C1=CC(=C(C=C1)NCC1CCOCC1)[N+](=O)[O-])C=C2 4-(2-((S)-2-(2-isopropoxyphenyl)pyrrolidin-1-yl)-7-azaspiro[3.5]nonan-7-yl)-N-((3-nitro-4-(((tetrahydro-2H-pyran-4-yl)methyl)amino)phenyl)sulfonyl)benzamide